racemic-tert-butyl (3aR,4R,6aS)-4-methylsulfonyloxy-3,3a,4,5,6,6a-hexahydro-1H-cyclopenta[c]pyrrole-2-carboxylate CS(=O)(=O)O[C@@H]1CC[C@@H]2CN(C[C@@H]21)C(=O)OC(C)(C)C |r|